N(=[N+]=[N-])C12CC(C1)(C2)C 1-Azido-3-methylbicyclo[1.1.1]pentane